(3,5-dichloro-4-methoxyphenyl)(spiro[cyclopropane-1,2'-pyrido[4,3-b][1,4]oxazin]-4'(3'H)-yl)methanone ClC=1C=C(C=C(C1OC)Cl)C(=O)N1C2=C(OC3(C1)CC3)C=CN=C2